4-(1-methyl-1,2,3,6-tetrahydropyridin-4-yl)-2-(morpholin-4-yl)-8-[1-(tetrahydro-2H-pyran-2-yl)-1H-pyrazol-5-yl]-1,7-naphthyridine CN1CCC(=CC1)C1=CC(=NC2=C(N=CC=C12)C1=CC=NN1C1OCCCC1)N1CCOCC1